ClCC(C(COC(C(F)(F)F)(C)C)NC([O-])=O)=O (4-chloro-3-oxo 1-((1,1,1-trifluoro-2-methylpropan-2-yl)oxy)butan-2-yl)carbamate